CN(C=1N=CC(=NC1CC)C(=O)N)C 5-(dimethylamino)-6-ethylpyrazine-2-carboxamide